C1CN(CCC12CCCCC2)C(C(=O)NC=2C=C(C=NC2)C(=O)N)=O 5-[[2-(3-Azaspiro[5.5]undecan-3-yl)-2-oxo-acetyl]amino]pyridine-3-carboxamide